N1N=NN=C1C1=C(C=CC=C1)C=1C=C(C2=C([C@@H]([C@@H](O2)C=C)C2=CC=CC=C2)C1)NC(=O)NC1=CC=C(C=C1)C |r| (+/-)-1-((cis)-5-(2-(1H-tetrazol-5-yl)phenyl)-3-phenyl-2-vinyl-2,3-dihydrobenzofuran-7-yl)-3-(p-tolyl)urea